methyl 2-[4-(4-fluoropyrazolo[1,5-a]pyridin-2-yl)-1,4,6,7-tetrahydroimidazo[4,5-c]pyridin-5-yl]pyrimidine-5-carboxylate FC=1C=2N(C=CC1)N=C(C2)C2N(CCC1=C2N=CN1)C1=NC=C(C=N1)C(=O)OC